C(C)(=O)OC1=C(C=C(C=C1C)CC(=O)O)C 4-(acetyloxy)-3,5-dimethyl-phenylacetic acid